3-[([3,3'-bipyridine]-5-yl)methoxy]-N-[(1S,2S)-2-hydroxycyclohexyl]-4-methylbenzamide N1=CC(=CC(=C1)COC=1C=C(C(=O)N[C@@H]2[C@H](CCCC2)O)C=CC1C)C=1C=NC=CC1